C1=C(C=CC=2SC3=CC=CC=C3NC12)C(=C)C1=CC=C(C=C1)N1CCOCC1 4-(4-(1-(10H-phenothiazin-2-yl)vinyl)phenyl)morpholine